[Si](C)(C)(C(C)(C)C)OCCC#CC=1C(=NC(=NC1)SC)C(=O)N(C)OC 5-[4-[tert-butyl(dimethyl)silyl]oxybut-1-ynyl]-N-methoxy-N-methyl-2-methylsulfanyl-pyrimidine-4-carboxamide